CN1N=CC(=C1)S(=O)(=O)N1CC(OCC1)C=1C2=C(SC1)C=CC=C2 3-[4-(1-methyl-1H-pyrazole-4-sulfonyl)-morpholin-2-yl]-benzo[b]thiophene